4-bromocyclopent-2-en-1-one BrC1C=CC(C1)=O